trimethylammonium ethyl-ethylenimine C(C)N1CC1.C[NH+](C)C